C(CCCCCCCCC)ON(C(CCCN(C)C)=O)C(CCCCCC=O)CCCCCCCCC N-(decyloxy)-4-(dimethylamino)-N-(1-oxohexadecan-7-yl)butanamide